N=1C=NN2C1C=C(C=C2)C2=CNC=1N=C(N=C(C12)OC)NC1CC(C1)(O)C (1s,3s)-3-((5-([1,2,4]triazolo[1,5-a]pyridin-7-yl)-4-methoxy-7H-pyrrolo[2,3-d]pyrimidin-2-yl)amino)-1-methylcyclobutan-1-ol